(1S,2R,5R)-5-(4-amino-2-methyl-7H-pyrrolo[2,3-d]pyrimidin-7-yl)-3-(((6-(difluoromethyl)-1,2,3,4-tetrahydroisoquinolin-8-yl)oxy)methyl)cyclopent-3-ene-1,2-diol NC=1C2=C(N=C(N1)C)N(C=C2)[C@@H]2C=C([C@H]([C@H]2O)O)COC=2C=C(C=C1CCNCC21)C(F)F